CC(C)(C)C1=CC(=CC(=C1)C)CC 1-(1,1-dimethylethyl)-3-ethyl-5-methylbenzene